C(CC=C)C1=CC(=C(C(=C1)C(C)C)O)C(C)C 4-(3-butenyl)-2,6-diisopropylphenol